C(C)(C)(C)C1=CC=C(C(=O)O)C=C1 para-tertiary Butylbenzoic acid